S(C)(=O)(=O)O.S(C)(=O)(=O)O.C[SH2+] methylsulfonium bis(hydrogen mesylate)